2-chloro-N-[2-(cyclopropylmethylamino)-2-oxo-ethyl]-5-[(2S)-2-(trifluoromethylsulfonylamino)propoxy]pyridine-3-carboxamide ClC1=NC=C(C=C1C(=O)NCC(=O)NCC1CC1)OC[C@H](C)NS(=O)(=O)C(F)(F)F